ClC1=C(OCCCCO)C(=CC(=C1)OCC=C(Cl)Cl)Cl 4-(2,6-dichloro-4-(3,3-dichloro-allyloxy)phenoxy)-1-butanol